C(C=C)(=O)OCCC[Si](C)(C)OC 3-(methoxydimethylsilyl)propyl acrylate